2-(chloromethyl)-1-fluoro-3-iodobenzene ClCC1=C(C=CC=C1I)F